4'-((5-chloro-2-((2-methoxy-4-(7-methyl-2,7-diazaspiro[3.5]nonan-2-yl)phenyl)amino)pyrimidin-4-yl)oxy)-2'-methylspiro[cyclopropane-1,1'-isoindolin]-3'-one ClC=1C(=NC(=NC1)NC1=C(C=C(C=C1)N1CC2(C1)CCN(CC2)C)OC)OC2=C1C(N(C3(C1=CC=C2)CC3)C)=O